NC1=NC=CC2=CC=C(C=C12)C=1C=C(C=CC1C)C#C[C@@]1(CCN2C1=NC=C2)O (R)-7-[2-[3-(1-amino-7-isoquinolinyl)-4-methyl-phenyl]ethynyl]-5,6-dihydropyrrolo[1,2-a]imidazol-7-ol